4-amino-N-ethyl-N-(2-(trifluoromethyl)-6,7-dihydro-5H-cyclopenta[b]pyridin-5-yl)pyrrolo[1,2-a]quinoxaline-8-carboxamide NC=1C=2N(C3=CC(=CC=C3N1)C(=O)N(C1CCC3=NC(=CC=C31)C(F)(F)F)CC)C=CC2